N-({4-bromo-1H,3H-furo[3,4-c]quinolin-7-yl}methyl)-2-cyclopropyl-N-(4,4-difluoro-1,1-dioxo-3,4-dihydro-2H-1λ6-benzothiopyran-8-yl)pyrimidine-5-carboxamide BrC1=NC=2C=C(C=CC2C2=C1COC2)CN(C(=O)C=2C=NC(=NC2)C2CC2)C2=CC=CC=1C(CCS(C12)(=O)=O)(F)F